[Re].NC=1C=CC=C(C1)C1=C2NC(=C1)C=C1C=CC(=N1)C(=C1C=CC(N1)=C(C=1C=CC(N1)=C2N)N)N 5,10,15,20-tetraaminophenyl-porphyrin rhenium